C1(CCC1)N1CC2(CN(C2)C=2C=CC(=NC2)C2=NNC(=C2CC(F)(F)F)C=2C=C(C=3N(C2)N=CN3)OC)C1 6-(3-(5-(6-cyclobutyl-2,6-diazaspiro[3.3]heptan-2-yl)pyridin-2-yl)-4-(2,2,2-trifluoroethyl)-1H-pyrazol-5-yl)-8-methoxy-[1,2,4]triazolo[1,5-a]pyridine